COC1=CC=C(CN2C3CC(CC2CC3)NC3=C2C(=NC=C3C(=O)NC)NC=C2)C=C1 4-((8-(4-Methoxybenzyl)-8-azabicyclo[3.2.1]octan-3-yl)amino)-N-methyl-1H-pyrrolo[2,3-b]pyridine-5-carboxamide